ClC1=C(C(=CC=C1)F)CC(=O)NC=1C=C(N=NC1)N(C(C)=O)C1=CC(=CC(=C1)F)F N-{5-[2-(2-chloro-6-fluorophenyl)acetamido]pyridazin-3-yl}-N-(3,5-difluorophenyl)acetamide